FC=1C=C2C(N(C(=NC2=CC1)[C@@H](CCC)N1CCN(CCC1)C)CC1=COC=C1)=O (R)-6-fluoro-3-(furan-3-ylmethyl)-2-(1-(4-methyl-1,4-diazepan-1-yl)butyl)quinazolin-4(3H)-one